C(C=C)(=O)N([C@@H](C)C(=O)O)C1=CC=CC=C1 acryloylphenyl-alanine